iodo(tri-t-butylphosphine) palladium (I) [Pd+].ICC(C)(C)P(C(C)(C)C)C(C)(C)C